4-((2-(3-(2-fluoro-5-nitro-4-((3S,5R)-3,4,5-trimethylpiperazin-1-yl)phenyl)-5,6-dihydropyridin-1(2H)-yl)pyrimidin-5-yl)methyl)morpholine FC1=C(C=C(C(=C1)N1C[C@@H](N([C@@H](C1)C)C)C)[N+](=O)[O-])C=1CN(CCC1)C1=NC=C(C=N1)CN1CCOCC1